4,5-dichloro-1,3-dimethylimidazolium-2-carboxylate ClC=1[N+](=C(N(C1Cl)C)C(=O)[O-])C